sodium L-ascorbic acid phosphate P(=O)([O-])([O-])[O-].O=C1C(O)=C(O)[C@H](O1)[C@@H](O)CO.[Na+].[Na+].[Na+]